C1(CC1)C1(C(C1)C(=O)O)C 2-CYCLOPROPYL-2-METHYLCYCLOPROPANE-1-CARBOXYLIC ACID